4-(aminomethyl)-1-(5-(2-ethoxy-5-methylphenyl)imidazo[2,1-b][1,3,4]thiadiazol-2-yl)piperidin-4-ol NCC1(CCN(CC1)C1=NN2C(S1)=NC=C2C2=C(C=CC(=C2)C)OCC)O